1-imino-7,12-dioxo-2,8,11,14,17-pentaazanonadecan-19-oic acid N=CNCCCCC(NCCNC(CNCCNCC(=O)O)=O)=O